4-(tert-butyl)-N-(2-(pyrrolidin-1-yl)ethyl)aniline C(C)(C)(C)C1=CC=C(NCCN2CCCC2)C=C1